CC(CC(=O)OC[C@@H](OC(CC(CCCC(CCCC(CCCC(C)C)C)C)C)=O)COP(=O)([O-])OCC[N+](C)(C)C)CCCC(CCCC(CCCC(C)C)C)C 1,2-di-(3,7,11,15-tetramethylhexadecanoyl)-sn-glycero-3-phosphocholine